N-α-Acetyl-L-valine CC(C)[C@@H](C(=O)O)NC(=O)C